The molecule is an N-acylpiperidine that is N-acetyl 4-(1,3-thiazol-2-yl)piperidine in which the thiazole ring is substituted at position 4 by a 5-(2,6-difluorophenyl)-4,5-dihydro-1,2-oxazol-3-yl group and in which one of the hydrogens of the acetyl group is replaced by a 5-methyl-3-(trifluoromethyl)-1H-pyrazol-1-yl group. It is a N-acylpiperidine, a member of 1,3-thiazoles, a member of pyrazoles, an organofluorine compound, an isoxazoline and a tertiary carboxamide. CC1=CC(=NN1CC(=O)N2CCC(CC2)C3=NC(=CS3)C4=NOC(C4)C5=C(C=CC=C5F)F)C(F)(F)F